N-{(2-(2,6-dioxo(3-piperidyl))-1,3-dioxoisoindolin-4-yl)methyl}propanamide O=C1NC(CCC1N1C(C2=CC=CC(=C2C1=O)CNC(CC)=O)=O)=O